FC=1C=C(C=CC1)C=1N=NN(C1)[C@@H]1[C@H]([C@@H](O[C@@H]([C@@H]1O)CO)N(C(C1=CC(=CC=C1)OC(F)(F)F)=O)C)O N-((2R,3R,4S,5R,6R)-4-(4-(3-fluorophenyl)-1H-1,2,3-triazol-1-yl)-3,5-dihydroxy-6-(hydroxymethyl)tetrahydro-2H-pyran-2-yl)-N-methyl-3-(trifluoromethoxy)benzamide